[Au].[Mn] manganese-gold